α-(ethylsulfonyloxyimino)-ethylacetonitrile C(C)S(=O)(=O)ON=C(C#N)CC